L-1-methyltrichlorosilane C[Si](Cl)(Cl)Cl